FC1=C(CSC2=C3C(N(C(=NC3=CC=C2)C)C2C(NC(CC2)=O)=O)=O)C=CC=C1 3-(5-((2-fluorobenzyl)thio)-2-methyl-4-oxoquinazolin-3(4H)-yl)piperidine-2,6-dione